((S)-1-(4-fluorophenyl)-3,4-dihydroisoquinolin-2(1H)-yl)((4aR,7R,8aS)-4-isopropyl-1-tosyloctahydro-2H-pyrano[3,4-b]pyrazin-7-yl)methanone FC1=CC=C(C=C1)[C@@H]1N(CCC2=CC=CC=C12)C(=O)[C@H]1C[C@H]2[C@@H](N(CCN2S(=O)(=O)C2=CC=C(C)C=C2)C(C)C)CO1